[Ir].C(C)(C)(C)C=1N=C2C(=NC1)N(CN2C2=CC=CC=C2)C2=CC=CC=C2.C(C)(C)(C)C=2N=C1C(=NC2)N(CN1C1=CC=CC=C1)C1=CC=CC=C1.C(C)(C)(C)C=1N=C2C(=NC1)N(CN2C2=CC=CC=C2)C2=CC=CC=C2 tris(5-(tert-butyl)-1,3-diphenyl-2,3-dihydro-1H-imidazo[4,5-b]pyrazine) iridium